FC(C1=NN=C(O1)C=1C=CC(=NC1)CN1C(N(C2=C1C=C(C(=C2)C=2C=NC=CC2)F)CCN2CCOCC2)=O)F 1-((5-(5-(difluoromethyl)-1,3,4-oxadiazole-2-yl)pyridine-2-yl)methyl)-6-fluoro-3-(2-morpholinoethyl)-5-(pyridine-3-yl)-1,3-dihydro-2H-benzo[d]imidazole-2-one